N-(2-bromobenzyl)-N-toluenesulfonyl-glycine BrC1=C(CN(CC(=O)O)S(=O)(=O)CC2=CC=CC=C2)C=CC=C1